N,N'-difluoro-2,2'-bipyridine bis-mesylate S(C)(=O)(=O)O.S(C)(=O)(=O)O.FN1C(C=CC=C1)=C1N(C=CC=C1)F